BrC=1C=C2C(=CN1)SC(=C2)C(=O)O 5-bromothieno[2,3-c]pyridine-2-carboxylic acid